C1(CC1)[C@@H](C)NC1=NC(=NC(=N1)N[C@H](C)C1CC1)C=1C=NC=C(C1)C(F)(F)F N2,N4-bis((R)-1-cyclopropylethyl)-6-(5-(trifluoromethyl)pyridin-3-yl)-1,3,5-triazine-2,4-diamine